C(C(C)C)C=1C(=NC=CC1C([C@H]1NCCC1)=O)OCC(=O)N 2-{[3-isobutyl-4-(L-prolyl)-2-pyridinyl]Oxy}Acetamide